CC1=CC=C(C=N1)C=1N=CN(C1)C(=O)NCCC1=CC=CC=C1 4-(6-Methylpyridin-3-yl)-N-phenethyl-1H-imidazole-1-carboxamide